C(C1=CC=CC=C1)OC=1C(=NC(=CC1)Br)CN(C)C 1-(3-(benzyloxy)-6-bromopyridin-2-yl)-N,N-dimethylmethylamine